2-(2-aminoethyl)-2H-1,2,3-triazole-4-carbonitrile trifluoroacetate FC(C(=O)O)(F)F.NCCN1N=CC(=N1)C#N